benzyl N-{1-[1-(3-bromo-5-formylpyridin-4-yl)azetidin-3-yl]ethyl}carbamate BrC=1C=NC=C(C1N1CC(C1)C(C)NC(OCC1=CC=CC=C1)=O)C=O